P(O)(=O)(OP(=O)(O)OP(=O)(O)O)OC[C@@H]1[C@H]([C@H]([C@@H](O1)N1C=CC=2C(=O)NC(N)=NC12)O)O 7-deazaguanosine 5'-triphosphate